hexadecyl 3,5-di-tert-butyl-4-hydroxybenzoate (Hexadecyl 3,5-di-tert-butyl-4-hydroxybenzoate) C(CCCCCCCCCCCCCCC)C1=C(C(=O)O)C=C(C(=C1C(C)(C)C)O)C(C)(C)C.C(C)(C)(C)C=1C=C(C(=O)OCCCCCCCCCCCCCCCC)C=C(C1O)C(C)(C)C